CN(C(=O)[C@@H]1CN(CC[C@H]1NC(=O)C1=NOC(=C1)C1=C(C=C(C=C1)F)F)CCC(C)C)C (3R,4R)-4-{[5-(2,4-difluoro-phenyl)-isoxazole-3-carbonyl]-amino}-1-(3-methyl-butyl)-piperidine-3-carboxylic acid dimethylamide